2-(2-chloroacetamido)-N-(2,6-dioxopiperidin-3-yl)benzamide ClCC(=O)NC1=C(C(=O)NC2C(NC(CC2)=O)=O)C=CC=C1